N1(N=NC=C1)CC(=O)N 1H-1,2,3-Triazole-1-acetamide